6-bromo-4-(difluoromethyl)isochroman-4-ol BrC=1C=C2C(COCC2=CC1)(O)C(F)F